IC1CCC2C(OC1C2)=O 4-iodo-6-oxabicyclo[3.2.1]octan-7-one